4-(4,4,4-trifluorobutoxy)benzamide FC(CCCOC1=CC=C(C(=O)N)C=C1)(F)F